(S)-(4-(4-fluoropyrazolo[1,5-a]pyridin-2-yl)-6,7-dihydro-1H-imidazo[4,5-c]pyridin-5(4H)-yl)(6-methoxypyrazolo[1,5-a]pyridin-3-yl)methanone FC=1C=2N(C=CC1)N=C(C2)[C@H]2N(CCC1=C2N=CN1)C(=O)C=1C=NN2C1C=CC(=C2)OC